N1CC(C1)N1C(C2=C(C(=C1)C1=CC=C(C=C1)OC(F)(F)F)N=CN2C)=O 5-(azetidin-3-yl)-3-methyl-7-(4-(trifluoromethoxy)phenyl)-3,5-dihydro-4H-imidazo[4,5-c]pyridin-4-one